tert-Butyl 2-[4-{5-chloro-2-[4-(trifluoromethyl)-1H-1,2,3-triazol-1-yl]phenyl}-5-methoxy-2-oxopyridin-1(2H)-yl]propanoate ClC=1C=CC(=C(C1)C1=CC(N(C=C1OC)C(C(=O)OC(C)(C)C)C)=O)N1N=NC(=C1)C(F)(F)F